ClC1=C(NC=2C1=NC=C(C2)C(F)(F)F)C2=NC1=CC(=CC=C1C=C2S(=O)(=O)CC)Br 3-chloro-2-(7-bromo-3-ethylsulfonylquinolin-2-yl)-6-trifluoromethyl-1H-pyrrolo[3,2-b]pyridine